N-(stearyl)acrylamide C(CCCCCCCCCCCCCCCCC)NC(C=C)=O